METHYLMETHYL BUTYRATE C(CCC)(=O)OCC